C(C=C\C=C/C=CCCCCCCCCCC)=O 5Z,8Z,11Z-Heptadecatrienal